7-((3aS,4R,6R,6aR)-6-(4-((Tert-butyldimethylsilyl)oxy)phenyl)-2,2-dimethyltetrahydro-4H-cyclopenta[d][1,3]dioxol-4-yl)-2-chloro-N-(4-methoxybenzyl)-7H-pyrrolo[2,3-d]pyrimidin-4-amine [Si](C)(C)(C(C)(C)C)OC1=CC=C(C=C1)[C@H]1C[C@H]([C@H]2[C@@H]1OC(O2)(C)C)N2C=CC1=C2N=C(N=C1NCC1=CC=C(C=C1)OC)Cl